C(C)(=O)N1CC2(CN(C2)CC=2C=CC(=NC2OC)C=2C(=C(C=CC2)C2=C(C(=NC=C2)C2=CC(=C(CN3CCC(CC3)NC(C)=O)C=C2)OC)Cl)Cl)C1 N-(1-(4-(4-(3-(5-((6-acetyl-2,6-diazaspiro[3.3]heptan-2-yl)methyl)-6-methoxypyridin-2-yl)-2-chlorophenyl)-3-chloropyridin-2-yl)-2-methoxybenzyl)piperidin-4-yl)acetamide